4-(2-(1-(4-methoxybenzyl)-3-(trifluoromethyl)-1H-1,2,4-triazol-5-yl)-6-(methylsulfanyl)imidazo[1,2-a]pyrimidin-3-yl)-N,N-dimethyl-1H-imidazole-1-sulfonamide COC1=CC=C(CN2N=C(N=C2C=2N=C3N(C=C(C=N3)SC)C2C=2N=CN(C2)S(=O)(=O)N(C)C)C(F)(F)F)C=C1